The molecule is a thiochromane that is acetylene in which the hydrogens are replaced by 5-carboxypyridin-2-yl and 4,4-dimethylthiochroman-6-yl groups. It is the active form of the prodrug tazarotene. It has a role as a keratolytic drug and a teratogenic agent. It is a monocarboxylic acid, a thiochromane, a retinoid and a member of pyridines. CC1(CCSC2=C1C=C(C=C2)C#CC3=NC=C(C=C3)C(=O)O)C